dichlorobenzoyl-tartaric acid ClOC(C(C(=O)O)(OCl)C(C1=CC=CC=C1)=O)C(=O)O